C1(=CC=CC=C1)N(C(CCC)=O)CCN1CCN(CC1)CC=1SC=CC1 N-phenyl-N-(2-(4-(thiophen-2-ylmethyl)piperazin-1-yl)ethyl)butanamide